CC1=CC=2N(C=C1)C(=CN2)C(=O)NC2=C(C=CC(=C2)C2=NOC(=N2)CC[C@@](C(F)(F)F)(C)O)C |o1:26| 7-methyl-N-[2-methyl-5-[5-[rel-(3R)-4,4,4-trifluoro-3-hydroxy-3-methyl-butyl]-1,2,4-oxadiazol-3-yl]phenyl]imidazo[1,2-a]pyridine-3-carboxamide